ClC1=C(C=CC2=C1C=C(O2)C(=O)O)N2CCN(CC2)CC2=CC(=CC=C2)C(F)(F)F 4-chloro-5-[4-(3-trifluoromethyl-benzyl)-piperazin-1-yl]-benzofuran-2-carboxylic acid